6-hydroxy-3-(1H-pyrazol-yl)-2,3-dihydro-1H-inden-1-one OC1=CC=C2C(CC(C2=C1)=O)N1N=CC=C1